(2,4-dimethoxybenzyl)-5-nitro-2-[5-(trifluoromethyl)-1,3,4-oxadiazol-2-yl]Benzenesulfonamide COC1=C(CC=2C(=C(C=C(C2)[N+](=O)[O-])S(=O)(=O)N)C=2OC(=NN2)C(F)(F)F)C=CC(=C1)OC